FC=1C=C2C(=CNC(C2=CC1F)=O)[C@@H](C)N(C(C1=CC(=C(C=C1)C(F)(F)F)F)=O)C |r| Racemic-N-(1-(6,7-difluoro-1-oxo-1,2-dihydroisoquinolin-4-yl)ethyl)-3-fluoro-N-methyl-4-(trifluoromethyl)benzamide